5-(4-((4-(3-amino-6-(2-hydroxyphenyl)pyridazin-4-yl)piperazin-1-yl)methyl)piperidin-1-yl)-2-(2,4-dioxotetrahydropyrimidine-1(2H)-yl)isoindoline-1,3-dione NC=1N=NC(=CC1N1CCN(CC1)CC1CCN(CC1)C=1C=C2C(N(C(C2=CC1)=O)N1C(NC(CC1)=O)=O)=O)C1=C(C=CC=C1)O